1-[2-(diethylamino)-2-oxoethyl] 4-methyl (2E)-but-2-ene-1,4-dioate C(\C=C\C(=O)OC)(=O)OCC(=O)N(CC)CC